FC1=CC=C(C=C1)CNC1=C2C(=NN(C2=NC(=N1)C1=CC(=C(C=C1)C(F)(F)F)Cl)C)CC [(p-fluorophenyl)methyl]{6-[3-chloro-4-(trifluoromethyl)phenyl]-3-ethyl-1-methyl-1H-1,2,5,7-tetraazainden-4-yl}amine